dicarboxybenzenediazonium C(=O)(O)C=1C(=C(C=CC1)[N+]#N)C(=O)O